2,4-difluorobenzotrifluoride sodium [Na].FC1=C(C=CC(=C1)F)C(F)(F)F